C12OCC(CC1)CC2 oxabicyclo[2.2.2]octane